CC=1N(C=2N(C(C(=C(N2)C(F)(F)F)C=2C=NN(C2)CC(C(F)(F)F)(F)F)=O)C1)C1=CC=CC=C1 2-methyl-6-[1-(2,2,3,3,3-pentafluoropropyl)-1H-pyrazol-4-yl]-1-phenyl-7-(trifluoromethyl)-1H,5H-imidazo[1,2-a]pyrimidin-5-one